4-((1R,5R,6R)-6-((tert-butyldimethylsilyl)oxy)-3-azabicyclo[3.2.1]oct-3-yl)-2-chloro-7-(8-ethyl-7-fluoro-3-(methoxymethoxy)naphthalen-1-yl)-8-fluoropyrido[4,3-d]pyrimidine [Si](C)(C)(C(C)(C)C)O[C@H]1[C@H]2CN(C[C@@H](C1)C2)C=2C1=C(N=C(N2)Cl)C(=C(N=C1)C1=CC(=CC2=CC=C(C(=C12)CC)F)OCOC)F